7-Cyclopentyl-2-{5-[4-(2-isopropoxyethyl)-piperazin-1-yl]-pyridin-2-ylamino}-7H-pyrrolo[2,3-d]pyrimidine-6-carboxylic acid dimethylamide CN(C(=O)C1=CC2=C(N=C(N=C2)NC2=NC=C(C=C2)N2CCN(CC2)CCOC(C)C)N1C1CCCC1)C